2-Tert-butyl ((S)-1-((2S,4R)-4-hydroxy-2-(((S)-1-(4-(1-methyl-1H-pyrazol-5-yl)phenyl)ethyl)carbamoyl)pyrrolidin-1-yl)-3,3-dimethyl-1-oxobutan-2-yl)carbamate O[C@@H]1C[C@H](N(C1)C([C@H](C(C)(C)C)NC(OC(C)(C)C)=O)=O)C(N[C@@H](C)C1=CC=C(C=C1)C1=CC=NN1C)=O